FC1=CC2=C(NC(=N2)CCCCCC2=CC3=CC=CC=C3C=C2)C=C1 5-fluoro-2-(2-naphthylpentyl)-1H-benzimidazole